O=C1N(N=C2N1C=CC=C2)CCCN2CCN(CC2)C=2C=C(C=CC2)B2OC(C)(C)C(C)(C)O2 (3-(4-(3-(3-oxo-[1,2,4]triazolo[4,3-a]pyridin-2(3H)-yl)propyl)piperazin-1-yl)phenyl)boronic acid pinacol ester